C1(=CC=C(C=C1)CC(C(=O)N)NC(=O)C1N(CC(C1)O)C(C(C(C)C)N1N=NC(=C1)C)=O)C1=CC=CC=C1 N-(3-([1,1'-biphenyl]-4-yl)-1-amino-1-oxopropan-2-yl)-4-hydroxy-1-(3-methyl-2-(4-methyl-1H-1,2,3-triazol-1-yl)butanoyl)pyrrolidine-2-carboxamide